C1(=CC=CC=C1)CCCC1=NOC(O1)=O 3-(3-Phenyl-propyl)-1,4,2-dioxazol-5-one